formamidine acetate acetic acid salt C(C)(=O)O.C(C)(=O)O.C(=N)N